propyleneglycol bis(4-mercaptobutyrate) SCCCC(=O)OCC(C)OC(CCCS)=O